but-2-ynyl-[2-[(2R,3R,4S,5S)-3,4,5-tris[(3,4-dimethoxyphenyl)methoxy]-6-(4-methoxyphenoxy)tetrahydropyran-2-yl]ethyl]phosphinic acid C(C#CC)P(O)(=O)CC[C@H]1OC([C@H]([C@H]([C@@H]1OCC1=CC(=C(C=C1)OC)OC)OCC1=CC(=C(C=C1)OC)OC)OCC1=CC(=C(C=C1)OC)OC)OC1=CC=C(C=C1)OC